FC(C=1C=CC(=C(C1)NC(=O)N1C[C@](CC1)(C1=NC=NS1)C1=CC(=C(C=C1)C)F)CN1CC(C1)O)F |o1:13| (R or S)-N-(5-(difluoromethyl)-2-((3-hydroxyazetidin-1-yl)methyl)phenyl)-3-(3-fluoro-4-methylphenyl)-3-(1,2,4-thiadiazol-5-yl)pyrrolidine-1-carboxamide